C[C@H]1N2C(COC=3C=CC=CC3C3CCC(OC[C@H]2[C@H](C1)NCC(F)(F)F)CC3)=O (1s,12R,14S,15R,18s)-12-methyl-14-[(2,2,2-trifluoroethyl)amino]-8,17-dioxa-11-azatetracyclo[16.2.2.02,7.011,15]docosa-2(7),3,5-trien-10-one